COCCOC1=CC=C(C=C1)C1=CC(=CC=C1)C(C)(C)NC(OC1CN2CCC1CC2)=O Quinuclidin-3-yl (2-(4'-(2-methoxyethoxy)-[1,1'-biphenyl]-3-yl)propan-2-yl)carbamate